C(C1=CC=CC=C1)C1[C@@H]([C@@H]2CC[C@H](C1)N2C(C)(C)C)[C@H](CCC)O 3-Benzyl-8-(tert-butyl)(1S,2S,5R)-2-((S)-1-hydroxybutyl)-8-azabicyclo[3.2.1]octane